CC1=C(NCC(CC(C)=O)O)C(=CC=C1)C 5-(2,6-dimethylanilino)-4-hydroxy-2-pentanone